COC([C@@H](NC(=O)OCC1=CC=CC=C1)C)=O Cbz-L-alanine methyl ester